OCCN(C)CC1(CCCC1)CNC(=O)C1=CC2=C(S1)CCCCCCC2 N-[[1-[[2-hydroxyethyl(methyl)amino]methyl]cyclopentyl]methyl]-5,6,7,8,9,10-hexahydro-4H-cyclonona[b]thiophene-2-carboxamide